Br.FC(C1=NC(=NO1)C1=CC=C(C=C1)CN)(F)F 4-(5-(trifluoromethyl)-1,2,4-oxadiazol-3-yl)phenylmethanamine hydrobromide